N,N'-bis(cyclopropyl)cyclopropane-1,1-diamide C1(CC1)NC(=O)C1(CC1)C(=O)NC1CC1